C(=O)[O-].[Zn+2].C(=O)[O-] zinc(II) formate